Ethanesulfonic acid {3-[6-amino-8-(6-iodo-benzo[1,3]dioxol-5-ylsulfanyl)-purin-9-yl]-propyl}-amide NC1=C2N=C(N(C2=NC=N1)CCCNS(=O)(=O)CC)SC1=CC2=C(OCO2)C=C1I